NC1(COC1)CCOC1=CC=2N(C=C1)C(=CN2)C2=CC=NC=N2 6-{7-[2-(3-Amino-oxetan-3-yl)-ethoxy]-imidazo[1,2-a]pyridin-3-yl}-pyrimidin